2-(4-tolyl)-2H-indazole C1(=CC=C(C=C1)N1N=C2C=CC=CC2=C1)C